(1R,3aS,5aR,5bR,7aR,9S,11aR,11bR,13aR,13bR)-9-acetoxy-5a,5b,8,8,11a-pentamethyl-1-(1-methylcyclopropyl)icosahydro-3aH-cyclopenta[a]chrysene-3a-carboxylic acid C(C)(=O)O[C@@H]1C([C@@H]2CC[C@]3([C@@]4(CC[C@@]5([C@@H]([C@H]4CC[C@@H]3[C@]2(CC1)C)[C@@H](CC5)C5(CC5)C)C(=O)O)C)C)(C)C